N1CCCC2=C(C=CC=C12)N1CCN(CC1)C(=O)OC(C)(C)C tert-butyl 4-(1,2,3,4-tetrahydroquinolin-5-yl)piperazine-1-carboxylate